C(C)O[C@@H]1CC[C@H](CC1)N1N=C(C(=C1)NC(=O)C=1N=C(SC1)C=1C=NNC1)C1=CC=C2C=CNC2=C1 N-(1-(trans-4-ethoxycyclohexyl)-3-(1H-indol-6-yl)-1H-pyrazol-4-yl)-2-(1H-pyrazol-4-yl)thiazole-4-carboxamide